methyl (E)-3-(3-((1S,2R,4R)-N-((4'-(dimethylamino)-[1,1'-biphenyl]-4-yl)methyl-d)bicyclo[2.2.1]heptane-2-carboxamido)phenyl)acrylate CN(C1=CC=C(C=C1)C1=CC=C(C=C1)C(N(C(=O)[C@H]1[C@H]2CC[C@@H](C1)C2)C=2C=C(C=CC2)/C=C/C(=O)OC)[2H])C